N(C1=CC=CC=C1)C(=C1CC=C(CC2C(NC(NC2=O)=O)=O)C=C1)NC1=CC=CC=C1 5-(4-dianilinomethylenebenzyl)barbituric acid